C(C)(C)(C)[Si](C)(C)OC1C2(CC3(OCCO3)CC1)CCCC2 tert-butyl({1,4-dioxadispiro[4.1.47.35]tetradecan-12-yloxy})dimethylsilane